NC=1C=C(C=CC1F)C(CCC1CC1)(C1=CC=NC=C1)N[S@@](=O)C(C)(C)C (S)-N-((+)-1-(3-amino-4-fluorophenyl)-3-cyclopropyl-1-(pyridin-4-yl)propyl)-2-methylpropan-2-sulfinamide